ClC1=NN(N=C1CCl)CC 4-chloro-5-(chloromethyl)-2-ethyl-1,2,3-triazole